FC1(CCC2=CC(=C(C=C12)C)C=1C=C2C(=CN1)NN=C2C=2C=NN(C2)C)NC fluoro-N,6-dimethyl-5-(3-(1-methyl-1H-pyrazol-4-yl)-1H-pyrazolo[3,4-c]pyridin-5-yl)-2,3-dihydro-1H-inden-1-amine